Cl.Cl.C(C1=CC=CC=C1)[C@H]1C[C@@H](NC1)C(=O)N[C@H](C(=O)NCC=1C=C2C(=NC1)NC=C2Cl)C (2R,4S)-4-benzyl-N-((S)-1-(((3-chloro-1H-pyrrolo[2,3-b]pyridin-5-yl)methyl)amino)-1-oxopropan-2-yl)pyrrolidine-2-carboxamide dihydrochloride